C(#N)\C(\C(=O)NC(OCC)=O)=N/NC1=CC(=C(C(=C1)Cl)OC=1C=C2C(=CC=NC2=CC1)C1CC1)Cl (E)-ethyl (2-cyano-2-(2-(3,5-dichloro-4-((4-cyclopropylquinolin-6-yl)oxy)phenyl)hydrazono)acetyl)carbamate